P(=O)(OCCC(OC)(OC)OC)(OCCC(OC)(OC)OC)[O-] bis(trimethoxy propyl) phosphate